N[C@H](CC1=C(C=2N=NC=C(C2S1)NCC=1SC(=CC1)Br)C)C 6-[(2S)-2-aminopropyl]-N-[(5-bromothiophen-2-yl)methyl]-7-methylthieno[3,2-c]pyridazin-4-amine